C(CCCCCCC)C(C(=O)[O-])(C)C1=CC(=C(C=C1)C1=NC(=NC(=N1)C1=C(C=C(C=C1)C(C(=O)[O-])(C)CCCCCCCC)O)C1=C(C=C(C=C1)C(C(=O)[O-])(C)CCCCCCCC)O)O trioctyl-2,2',2''-((1,3,5-triazine-2,4,6-triyl)tris(3-hydroxybenzene-4,1-diyl) tripropionate)